ClC1=CC=C(C(=N1)C=1N=NN(N1)C)NC(C)C=1C=C(C=C2C(N(C=3N(C12)C=NC3C(=O)OC(C)(C)C)C)=O)C tert-butyl 9-(1-((6-chloro-2-(2-methyl-2H-tetrazol-5-yl)pyridin-3-yl) amino) ethyl)-4,7-dimethyl-5-oxo-4,5-dihydroimidazo[1,5-a]quinazoline-3-carboxylate